O=C1NC2(C(N1)=O)C(CCC2)CC(C(=O)N)(C(C)C)CC2=CC=C(C=C2)C(F)(F)F ((2,4-dioxo-1,3-diazaspiro[4.4]nonane-6-yl)methyl)-3-methyl-2-(4-(trifluoromethyl)benzyl)butanamide